N-methyl-3-(1-phenylethoxy)-1-((2-(trimethylsilyl)ethoxy)methyl)-1H-pyrrole-2-carboxamide CNC(=O)C=1N(C=CC1OC(C)C1=CC=CC=C1)COCC[Si](C)(C)C